(4-(4-carbamoylphenoxy)phenyl)sulfonamide C(N)(=O)C1=CC=C(OC2=CC=C(C=C2)S(=O)(=O)N)C=C1